(4-2H-tetrazol-5-ylphenyl)methane N=1NN=NC1C1=CC=C(C=C1)C